C(C)(C)(C)OC(N[C@@H]1C2=CC=CC=C2C2(CC2)C12CCN(CC2)C2=NC(=C(C(=N2)C#N)C2=C(C(=CC=C2)Cl)Cl)C)=O (S)-(1''-(5-(2,3-dichlorophenyl)-4-cyano-6-methylpyrimidin-2-yl)-3'H-dispiro[cyclopropane-1,1'-indene-2',4''-piperidin]-3'-yl)carbamic acid tert-butyl ester